C(C)(=O)NC=1C=C(C(=C(C1)C=CCCC(=O)O)C)F 5-(5-acetamido-3-fluoro-2-methylphenyl)pent-4-enoic acid